(2R)-2-Amino-N-[3,5-dimethyl-4-(1H-pyrrolo[2,3-b]pyridin-4-yl)phenyl]-3,3-dimethyl-butanamide N[C@@H](C(=O)NC1=CC(=C(C(=C1)C)C1=C2C(=NC=C1)NC=C2)C)C(C)(C)C